BrC1=NN(C(=N1)C(C(F)(F)F)O)CC1=CC=C(C=C1)OC 1-(3-bromo-1-(4-methoxybenzyl)-1H-1,2,4-triazol-5-yl)-2,2,2-trifluoroethan-1-ol